FC(C(=O)N1CC(C1)N1C(N(C2=NC=CC(=C21)C#CC2(COC2)O)C2=CC=C(C=C2)C(F)(F)F)=O)=C 1-[1-(2-fluoroacryloyl)azetidin-3-yl]-7-[(3-hydroxyoxetan-3-yl)ethynyl]-3-[4-(trifluoromethyl)phenyl]-2,3-dihydro-1H-imidazo[4,5-b]pyridin-2-one